CC1=NC=CC(=C1)C1=CC2=C(N=C3N2C(CC3)C3=CC=CC=C3)C=C1 7-(2-methylpyridin-4-yl)-1-phenyl-2,3-dihydro-1H-benzo[d]pyrrolo[1,2-a]imidazole